Tert-butyl 3-[(1r,4r)-4-(hydroxymethyl)cyclohexyl]propanoate OCC1CCC(CC1)CCC(=O)OC(C)(C)C